C[C@@]1(N([C@@H](CC2=C1NC1=CC=CC=C21)C)CC(F)(F)F)C=2C=C(OCCNCCCF)C=CC2 N-(2-(3-((1R,3R)-1,3-dimethyl-2-(2,2,2-trifluoroethyl)-2,3,4,9-tetrahydro-1H-pyrido[3,4-b]indol-1-yl)phenoxy)ethyl)-3-fluoropropan-1-amine